N-(2-(2-butyl-2,3-dihydrobenzo[f][1,4]oxazepin-4(5H)-yl)ethyl)-3-(2-ethyl-1H-imidazol-1-yl)propanamide C(CCC)C1OC2=C(CN(C1)CCNC(CCN1C(=NC=C1)CC)=O)C=CC=C2